COC(C1CC2(C1)CCN(CC2)C2=CC(=C(C=C2)C2C=1C=CC(=CC1CCC2C2=CC=CC=C2)O)OC)OC 5-(4-(2-(dimethoxymethyl)-7-azaspiro[3.5]nonan-7-yl)-2-methoxyphenyl)-6-phenyl-5,6,7,8-tetrahydronaphthalen-2-ol